C(C)(C)(C)OC(=O)C1=C(NC(C)C=2C=C(C=C3C(C=C(OC23)C=2CCN(CC2)C(=O)OC(C)(C)C)=O)C)C=CC=C1 tert-butyl 4-[8-[1-(2-tert-butoxycarbonylanilino) ethyl]-6-methyl-4-oxo-chromen-2-yl]-3,6-dihydro-2H-pyridine-1-carboxylate